C(C)OC[C@@]1(CN(CC1)C1(CC1)C=1C=CC(=NC1)C)CCC1=CC=C(C=C1)F (S)-5-(1-(3-(ethoxymethyl)-3-(4-fluoro-phenethyl)pyrrolidin-1-yl)cyclopropyl)-2-methylpyridine